2-(2-fluorophenyl)-N-[4-(1H-indazol-1-yl)-3-sulfamoylphenyl]acetamide FC1=C(C=CC=C1)CC(=O)NC1=CC(=C(C=C1)N1N=CC2=CC=CC=C12)S(N)(=O)=O